C=CC(C(=O)[O-])C1=CC(=C(C(=C1)C(C)(C)C)O)C(C)(C)C methylene-3,5-di-tert-butyl-4-hydroxyphenylpropionate